C(OC1=CC(=CC=C1)[N+](=O)[O-])(=O)Cl 3-nitrophenyl carbonochloridate